3-[3-(2,4-dioxohexahydropyrimidin-1-yl)-1-methyl-indazol-6-yl]pyrrolidine-1-carboxylate O=C1N(CCC(N1)=O)C1=NN(C2=CC(=CC=C12)C1CN(CC1)C(=O)[O-])C